2-[4-[(2-chloro-7,7-dimethyl-spiro[6H-thieno[3,2-c]pyran-4,4'-piperidin]-1'-yl)methyl]pyrazol-1-yl]-N-methyl-ethanesulfonamide (trifluoroacetate) FC(C(=O)O)(F)F.ClC1=CC2=C(C(COC23CCN(CC3)CC=3C=NN(C3)CCS(=O)(=O)NC)(C)C)S1